N-(6-((5-chloro-2-((4-(4-(4-(2,2-difluoroethyl)piperazin-1-yl)piperidin-1-yl)-2-methoxy-5-methylphenyl)amino)pyrimidin-4-yl)amino)quinoxalin-5-yl)methanesulfonamide ClC=1C(=NC(=NC1)NC1=C(C=C(C(=C1)C)N1CCC(CC1)N1CCN(CC1)CC(F)F)OC)NC=1C(=C2N=CC=NC2=CC1)NS(=O)(=O)C